CN(CCCNC(=O)C1=CC=C(C=C1)N=NN(C)C)C 4-(N-(3-(dimethylamino)propyl)carbamoyl)phenyl-3,3-dimethyltriazene